3-((tert-butoxycarbonyl)amino)-3-methylbutyric acid C(C)(C)(C)OC(=O)NC(CC(=O)O)(C)C